3-(1-(2-fluorobenzoyl)-2,3-dihydro-1H-pyrrolo[2,3-c]pyridin-4-yl)benzonitrile FC1=C(C(=O)N2CCC=3C2=CN=CC3C=3C=C(C#N)C=CC3)C=CC=C1